2,2-bis[4-(2-hydroxypropyl)-phenyl]propane OC(CC1=CC=C(C=C1)C(C)(C)C1=CC=C(C=C1)CC(C)O)C